FC(C(=O)O)(F)F.NC1(C(COC1)(O)C)C1=C(C=C(C=C1)C(F)(F)F)F 4-amino-4-(2-fluoro-4-trifluoromethyl-phenyl)-3-methyl-tetrahydro-furan-3-ol trifluoroacetate